CCOC(=O)C1=CN(N=N1)O Ethyl 1-hydroxytriazole-4-carboxylate